C(C)N(CC)[SiH2]C=C(COC)COC (diethylamino)bis(methoxymethyl)vinylsilane